NC1=NC=C(C(=C1)N1C=NC(=C1)C1=NC(=NC=C1C(F)(F)F)NC1CCN(CC1)S(=O)(=O)C=1N=CN(C1)C)F 4-(1-(2-amino-5-fluoropyridin-4-yl)-1H-imidazol-4-yl)-N-(1-((1-methyl-1H-imidazol-4-yl)sulfonyl)piperidin-4-yl)-5-(trifluoromethyl)pyrimidin-2-amine